C1(=CC=CC=C1)S(=O)(=O)N1C=CC2=CC(=C(C=C12)C(F)(F)F)C=O (benzenesulfonyl)-6-(trifluoromethyl)-1H-indole-5-carbaldehyde